[O].OC1=CC=C2NC=C(CCN)C2=C1 5-hydroxytryptamine oxygen